C(CCC)C1=C([N+](=C(N1)C([O-])=S)C(O)=S)C(O)=S.ClC1=CC=C(C=C1)C1=CN=C(N1)C1N(CCCC1)C(C(C)SC)=O 1-(2-(5-(4-chlorophenyl)-1H-imidazol-2-yl)piperidin-1-yl)-2-(methylthio)propan-1-one butylimidazoliumtrithiate